COC(=O)C1=NC(=C(N=C1NC1=CC=C(C=C1)N=S(=O)(C)C)NC)C=1C2=C(C=NC1)N(C=N2)C.ClC2=NC=C(C(=N2)C=2C=NNC2)F 2-chloro-5-fluoro-4-(1H-pyrazol-4-yl)pyrimidine methyl-3-[4-[[dimethyl(oxo)-λ6-sulfanylidene]amino]anilino]-5-(methylamino)-6-(3-methylimidazo[4,5-c]pyridin-7-yl)pyrazine-2-carboxylate